N-[5-(1H-Benzimidazol-2-yl)-1-[(4-methoxyphenyl)methyl]pyrazol-3-yl]-4-methylsulfonyl-benzamide N1C(=NC2=C1C=CC=C2)C2=CC(=NN2CC2=CC=C(C=C2)OC)NC(C2=CC=C(C=C2)S(=O)(=O)C)=O